C(#N)C1=NC2=CC=CC=C2C(=C1)N(C=1C=CC(=C(C1)C=CC(=O)NO)OC)C 3-(5-((2-cyanoquinolin-4-yl)(methyl)amino)-2-methoxyphenyl)-N-hydroxyacrylamide